NC1=NC=C(C=C1C=1C=C2CCNC(C2=CC1)=O)C1=CC=C(C=C1)N1C=NN(CC1)C 6-(2-amino-5-(4-(1-methyl-5,6-dihydro-1,2,4-triazin-4(1H)-yl)phenyl)pyridin-3-yl)-3,4-dihydroisoquinolin-1(2H)-one